2-chloro-4-cyclopropyl-6-(3-hydroxypiperidin-1-yl)pyridine-3,5-dicarbonitrile ClC1=NC(=C(C(=C1C#N)C1CC1)C#N)N1CC(CCC1)O